2-[1-(6-aminohexyl)-6-oxo-1,6-dihydropyridin-3-yl]acetic acid NCCCCCCN1C=C(C=CC1=O)CC(=O)O